1-bromo-1'-iodo-3,3'-biphenyl BrC1=CC(=CC=C1)C=1C=C(C=CC1)I